COC=1C=C2CCN(C(C2=CC1[N+](=O)[O-])C)C 6-methoxy-1,2-dimethyl-7-nitro-1,2,3,4-tetrahydroisoquinoline